C(#N)C1=C(C=CC=C1C1CCCCC1)NC(=O)C1=NC=C(C=C1)CNCCO N-(2-cyano-3-cyclohexylphenyl)-5-{[(2-hydroxyethyl)amino]methyl}pyridine-2-carboxamide